C1(CC1)C=1C(=C(C=C2NC(C=3N(C12)C(=NN3)C)(C)C)F)C3=C1C=CN(C1=CC=C3)S(=O)(=O)C 9-Cyclopropyl-7-fluoro-1,4,4-trimethyl-8-(1-methylsulfonyl-1H-indol-4-yl)-5H-[1,2,4]triazolo[4,3-a]quinoxaline